(t-butylphosphine) borate B(O)(O)O.C(C)(C)(C)P